C1(=CC=CC=C1)C=1N=C(OC1C1=CC=CC=C1)SCCN(C)C 2-(4,5-diphenyloxazol-2-yl)sulfanyl-N,N-dimethyl-ethanamine